N1=CN=C(C=C1)C=1C=C2C[C@@H](CC2=CC1)C(=O)N1CCC2=CC=C(C=C12)S(=O)(=O)N (R)-1-(5-(pyrimidin-4-yl)-2,3-dihydro-1H-indene-2-carbonyl)indoline-6-sulfonamide